CC1CN(CC(O1)C)CCOCCN1CC(OC(C1)C)C di(2,6-dimethylmorpholinyl ethyl) ether